4-(6-fluoro-1-benzofuran-3-yl)piperidine FC1=CC2=C(C(=CO2)C2CCNCC2)C=C1